N1=CC=C(C=C1)C=1N=C(C2=C(N1)C=NC=C2)NCCO 2-{[2-(pyridin-4-yl)pyrido[3,4-d]pyrimidin-4-yl]amino}ethan-1-ol